C(C)(=O)OCC1=CC(=C(C(=O)OC)C=C1)Br Methyl 4-acetoxymethyl-2-bromo-benzoate